ClC(C(=O)O)(F)F.[Na] sodium 2-chloro-2,2-difluoro-acetic acid